azolidinone N1C(CCC1)=O